tert-butyl (3ar,6s,6as)-6-((5-chloro-2,4-difluorophenyl) (methyl) aminocarbonyl)-3a-cyclopropyl-2,2-dimethyltetrahydro-5H-[1,3]dioxolo[4,5-c]pyrrole-5-carboxylate ClC=1C(=CC(=C(C1)N(C(=O)[C@H]1N(C[C@@]2([C@H]1OC(O2)(C)C)C2CC2)C(=O)OC(C)(C)C)C)F)F